Methyl 2-(5-{3-[5-(9-aminononyl)pyridin-3-yl]benzamido}-2-oxopyridin-1-yl)acetate NCCCCCCCCCC=1C=C(C=NC1)C=1C=C(C(=O)NC=2C=CC(N(C2)CC(=O)OC)=O)C=CC1